Ethyl (S)-3-((tert-butoxycarbonyl)amino)-3-(5-cyclopropyl-4-fluoro-2'-(hex-5-en-1-yl)-4'-methyl-[1,1'-biphenyl]-3-yl)propanoate C(C)(C)(C)OC(=O)N[C@@H](CC(=O)OCC)C=1C=C(C=C(C1F)C1CC1)C1=C(C=C(C=C1)C)CCCCC=C